C(C=C)N(C(C(F)(F)Br)=O)C1=CC=C(C=C1)C(C)(C)C N-allyl-2-bromo-N-(4-(tert-butyl)phenyl)-2,2-difluoroacetamide